(E)-4-(N-benzyl-4-(4-methoxyanilino)-2-morpholinylpyrimidine-5-carboxamido)-2-butenecarboxylic acid methyl ester COC(=O)C\C=C\CN(C(=O)C=1C(=NC(=NC1)N1CCOCC1)NC1=CC=C(C=C1)OC)CC1=CC=CC=C1